C(C)(C)(C)NC1CN(CCC1)C=1N=NC(=CN1)C1=C(C=C(C=C1)C=1C=NNC1)O 2-{3-[3-(tert-butylamino)piperidin-1-yl]-1,2,4-triazin-6-yl}-5-(1H-pyrazol-4-yl)phenol